2,7-dimethyl-oxepine CC=1OC(=CC=CC1)C